cycloheptadienetrione C1(C(C(C=CC=C1)=O)=O)=O